N1=CNC=2N=CNC2C1=O [3H]-Hypoxanthine